ClC1=NNC=2C1=NN(C(C2)=O)C2=C(C=CC=C2OC)F 3-chloro-5-(2-fluoro-6-methoxyphenyl)-1H-pyrazolo[4,3-c]pyridazin-6(5H)-one